2,4-dibenzyl-6-(tributylsilyl)-1,2,4-triazine-3,5(2h,4h)-dione C(C1=CC=CC=C1)N1N=C(C(N(C1=O)CC1=CC=CC=C1)=O)[Si](CCCC)(CCCC)CCCC